CC1(C(NC=2N=CN=CC21)=O)C 5,5-dimethyl-5H-pyrrolo[2,3-d]pyrimidin-6(7H)-one